ClC=1C=C2C=C(NC2=CC1OCC=1N=CSC1)CNC(OCC)=O ethyl ({5-chloro-6-[(1,3-thiazol-4-yl)methoxy]-2-indolyl}methyl)carbamate